1-N-[4-(6,7-dimethoxyquinolin-6-yl)oxyphenyl]-1-N'-(4-fluorophenyl)cyclopropanedicarboxamide COC1(CC=2C=CC=NC2C=C1OC)OC1=CC=C(C=C1)NC(=O)C1(CC1)C(=O)NC1=CC=C(C=C1)F